3-methyl-2-[6-(piperidin-3-ylmethyl)pyridazin-3-yl]-5-(trifluoromethyl)phenol CC=1C(=C(C=C(C1)C(F)(F)F)O)C=1N=NC(=CC1)CC1CNCCC1